CC1(OB(OC1(C)C)CC1=CC=C(C=C1)C1CCCC1)C 1-(4-((4,4,5,5-Tetramethyl-1,3,2-dioxaborolan-2-yl)methyl)phenyl)cyclopentane